[C@H]12CNC[C@H](CC1)N2C=2C1=C(N=C(N2)OC[C@]23CCCN3C[C@@H](C2)F)C(=C(N=C1)C1=CC(=CC2=CC=CC(=C12)C#C)O)F 4-(4-((1R,5S)-3,8-diaza-bicyclo-[3.2.1]octan-8-yl)-8-fluoro-2-(((2R,7aS)-2-fluorotetrahydro-1H-pyrrolizin-7a(5H)-yl)methoxy)-pyrido[4,3-d]pyrimidin-7-yl)-5-ethynylnaphthalen-2-ol